4-Chloro-5-iodo-7-methyl-7H-pyrrolo[2,3-d]pyrimidine ClC=1C2=C(N=CN1)N(C=C2I)C